(2-(tetrahydropyrrole-1-yl)acetamido)benzoic acid N1(CCCC1)CC(=O)NC1=C(C(=O)O)C=CC=C1